Cl.ClC=1C(=NC2=C(C=C(C=C2C1)N1C(CCC1)=O)Cl)N1CCNCC1 1-(3,8-dichloro-2-piperazin-1-yl-6-quinolinyl)pyrrolidin-2-one hydrochloride